Methyl 1-((1r,3r)-3-fluorocyclobutyl)-4-hydroxy-6-oxo-1,6-dihydropyridine-3-carboxylate FC1CC(C1)N1C=C(C(=CC1=O)O)C(=O)OC